NC=1C=C(C(=O)NC2=CC=CC=C2)C=C(C1N)N 3,5-diamino-4-aminobenzanilide